C(C)C1=NSC(=N1)N ethyl-5-amino-1,2,4-thiadiazole